2-((4-((1-methyl-1H-pyrazolo[3,4-d]pyrimidin-6-yl)amino)phenyl)thio)ethan-1-ol CN1N=CC=2C1=NC(=NC2)NC2=CC=C(C=C2)SCCO